N,N'-diphenyl-N,N'-bis(4-tert-butylphenyl)anthracene-9,10-diamine C1(=CC=CC=C1)N(C=1C2=CC=CC=C2C(=C2C=CC=CC12)N(C1=CC=C(C=C1)C(C)(C)C)C1=CC=CC=C1)C1=CC=C(C=C1)C(C)(C)C